FC(C(C(F)(F)F)(O)C1=CC=C(C=C1)NC(C1=CC=CC=C1)=O)(F)F N-(4-(1,1,1,3,3,3-hexafluoro-2-hydroxypropan-2-yl)phenyl)benzamide